BrC=1C=C2C(=CNC2=CC1)C(C[N+](=O)[O-])C1=CC=C(C=C1)C 5-bromo-3-(2-nitro-1-(p-tolyl)ethyl)-1H-indole